phosphacyclohexene oxide P1(=CCCCC1)=O